OCCOCCOCCOCCOCCN(C(OCC[Si](C)(C)C)=O)C 2-trimethylsilylethyl N-[2-[2-[2-[2-(2-hydroxyethoxy)ethoxy]ethoxy]ethoxy] ethyl]-N-methyl-carbamate